COC1=NC=C(C(=N1)OC)C1=CC2=C(N=CN=C2N2CC(CC2)OCCN2CCCCC2)O1 6-(2,4-dimethoxypyrimidin-5-yl)-4-[3-[2-(1-piperidinyl)ethoxy]pyrrolidin-1-yl]furo[2,3-d]pyrimidine